3-(2-(2-azidoethoxy)ethoxy)propionic acid perfluorophenyl ester FC1=C(C(=C(C(=C1F)F)F)F)OC(CCOCCOCCN=[N+]=[N-])=O